ClC1=NSC(=C1Cl)COC1=NS(C2=C1C=CC=C2)(=O)=O 3-(3,4-dichloro-1,2-thiazol-5-ylmethoxy)-1,2-benzothiazol 1,1-dioxide